4-Methyl-N-((tetrahydro-2H-pyran-2-yl)oxy)-3,4-dihydro-2H-benzo[b][1,4]oxazine-2-carboxamide CN1C2=C(OC(C1)C(=O)NOC1OCCCC1)C=CC=C2